NC(C1CCN(CC1)C(=O)[C@H]1CN(CC1)C(=O)OC(C)(C)C)C1=C(C=C(C(=C1)Cl)Cl)OCC=C tert-butyl (3R)-3-(4-[amino[4,5-dichloro-2-(prop-2-en-1-yloxy)phenyl]methyl]piperidine-1-carbonyl)pyrrolidine-1-carboxylate